3-bromo-4-(cyclopropylmethoxy)thiophene BrC1=CSC=C1OCC1CC1